O1C(C=CC=C1)[Si](OC)(OC)OC pyryltrimethoxysilane